P(=O)(OC)(OC)OCOP(=O)(OC)OC Tetramethyl methylene diphosphate